2-((5S)-4-{[3-[(2-ethoxy-5-fluoropyrimidin-4-yl)amino]-6,6-dimethyl-4,6-dihydropyrrolo[3,4-c]pyrazol-5(1H)-yl]carbonyl}-1,5-dimethylpiperazin-2-yl)ethanol C(C)OC1=NC=C(C(=N1)NC=1C2=C(NN1)C(N(C2)C(=O)N2CC(N(C[C@@H]2C)C)CCO)(C)C)F